N-((1r,4S)-4-(3-chloro-4-cyanophenoxy)cyclohexyl)-6-(((S)-pyrrolidin-3-yl)oxy)pyridazine-3-carboxamide ClC=1C=C(OC2CCC(CC2)NC(=O)C=2N=NC(=CC2)O[C@@H]2CNCC2)C=CC1C#N